O1[C@H](COCC1)CN1N=C2C3=C(CCC2=C1)OC=C3C(F)(F)F 2-{[(2S)-1,4-Dioxan-2-yl]methyl}-8-(trifluoromethyl)-4,5-dihydro-2H-furo[2,3-g]indazol